Cl.O=S1(CCN(CC1)C1=CC=C(C=C1)N1[C@@H]2CN(C[C@H](C1)CC2(C)C)CCCC#N)=O 4-((1r,5s)-6-(4-(1,1-dioxothiomorpholino)phenyl)-9,9-dimethyl-3,6-diazabicyclo[3.2.2]non-3-yl)butyronitrile hydrochloride